CN(CCNC([C@H](C)N(C(C=C)=O)C)=O)C1=NC(=NC(=C1)NC=1SC(=CN1)C1=CC=NC=C1)C (2S)-N-[2-[methyl-[2-methyl-6-[[5-(4-pyridyl)thiazol-2-yl]amino]pyrimidin-4-yl]amino]ethyl]-2-[methyl(prop-2-enoyl)amino]propanamide